ClC1=C(C=CC(=C1)[N+](=O)[O-])CCOCNC(=O)CNC(OC(C)(C)C)=O tert-butyl N-[([[2-(2-chloro-4-nitrophenyl)ethoxy]methyl]-carbamoyl)methyl]carbamate